borane 2-(diphenylphosphino)ethyl-(2,6-bis(hydroxymethyl)phenyl)(methyl)carbamate C1(=CC=CC=C1)P(CCOC(N(C)C1=C(C=CC=C1CO)CO)=O)C1=CC=CC=C1.B